4-[5-chloro-6-oxo-4-[[(3R)-tetrahydropyran-3-yl]methylamino]pyridazin-1-yl]-N-[6-(dimethylamino)-3-pyridyl]-N-methyl-piperidine-1-sulfonamide ClC1=C(C=NN(C1=O)C1CCN(CC1)S(=O)(=O)N(C)C=1C=NC(=CC1)N(C)C)NC[C@@H]1COCCC1